ClC1=CC=C(C=C1)CC(=O)NNC(=O)[C@@H]1CC[C@H](CC1)NC(OC(C)(C)C)=O tert-butyl trans-4-(2-(2-(4-chlorophenyl)acetyl)hydrazinecarbonyl)cyclohexylcarbamate